C(#N)C1=CC(=CC2=C1SC(=C2)B(O)O)C2(OCCCO2)C (7-Cyano-5-(2-methyl-1,3-dioxan-2-yl)benzo[b]thiophen-2-yl)boronic acid